3-[[6-[6-(2,3-dihydroxypropylsulfanylmethyl)-2-pyridyl]-2-pyridyl]methylsulfanyl]-propane-1,2-diol OC(CSCC1=CC=CC(=N1)C1=CC=CC(=N1)CSCC(CO)O)CO